1-(5-Amino-3-(5-methylpyridazin-4-yl)-1H-1,2,4-triazol-1-yl)-5-chloro-2-((6-fluoropyridin-3-yl)methyl)pentan-1-one NC1=NC(=NN1C(C(CCCCl)CC=1C=NC(=CC1)F)=O)C1=CN=NC=C1C